Benzyl 2-chloro-5-fluoro-3',6'-dihydro-[3,4'-bipyridine]-1'(2'H)-carboxylate ClC1=NC=C(C=C1C=1CCN(CC1)C(=O)OCC1=CC=CC=C1)F